[4-[4-(difluoromethyl)-1-methyl-imidazol-2-yl]phenyl]methanol FC(C=1N=C(N(C1)C)C1=CC=C(C=C1)CO)F